2-methyl-octanediol CC(C(O)O)CCCCCC